NC1=CC=C(C=C1)CC1=CC(=C(N)C=C1)CC(C)C 4-((4-aminophenyl)methyl)-2-isobutylaniline